5-chloro-6-(4-methoxyphenyl)-2,3-diphenylpyrazolo[1,5-a]pyrimidin-7(4H)-one ClC=1NC=2N(C(C1C1=CC=C(C=C1)OC)=O)N=C(C2C2=CC=CC=C2)C2=CC=CC=C2